NC=1N=NC(=CC1N1CCN(CC1)CC1CCN(CC1)C1=C2C(N(C(C2=CC=C1)=O)N1C(NC(CC1)=O)=O)=O)C1=C(C=CC=C1)O 4-(4-((4-(3-amino-6-(2-hydroxyphenyl)pyridazin-4-yl)piperazin-1-yl)methyl)piperidin-1-yl)-2-(2,4-dioxotetrahydropyrimidin-1(2H)-yl)isoindoline-1,3-dione